epoxyphenoxypropionic acid O(C1=C2C(=CC=C1)O2)C(C(=O)O)C